C(C)(C)(C)C1=CC=CC2=CC3=C(C=CC=C3C(=C12)OC(=O)C1C(CCCC1)C(=O)O)C(C)(C)C 1,5-bis(tert-butyl)-9-(2-carboxycyclohexyl)carbonyloxyanthracene